2-(2-oxo-2-(p-tolylamino)ethyl)isoquinolin-2-ium O=C(C[N+]1=CC2=CC=CC=C2C=C1)NC1=CC=C(C=C1)C